NC1CC2CCC(C1)N2C=2N(C(C1=C(N2)NC=C1C1=CC2=C(N(N=N2)C)C(=C1F)F)=O)C 2-(Endo-3-amino-8-azabicyclo[3.2.1]oct-8-yl)-5-(6,7-difluoro-1-methyl-1H-benzo[d][1,2,3]triazol-5-yl)-3-methyl-3,7-dihydro-4H-pyrrolo[2,3-d]pyrimidin-4-one